3-(3-((R)-3-((6-((R)-3-(2-ethoxyphenoxy)piperidin-1-yl)pyrazin-2-yl)carbamoyl)piperidin-1-yl)phenyl)-2,2-dimethylpropanoic acid C(C)OC1=C(O[C@H]2CN(CCC2)C2=CN=CC(=N2)NC(=O)[C@H]2CN(CCC2)C=2C=C(C=CC2)CC(C(=O)O)(C)C)C=CC=C1